(4-aminobutyl)-triphenylphosphine bromide [Br-].NCCCCC1=C(C=CC=C1)P(C1=CC=CC=C1)C1=CC=CC=C1